5-(3-(2-methyl-2-azaspiro[3.5]nonane-7-yl)pyrazolo[1,5-a]pyridin-5-yl)pyrimidine CN1CC2(C1)CCC(CC2)C=2C=NN1C2C=C(C=C1)C=1C=NC=NC1